1-(2-aminopyridin-4-yl)-6-chloro-7-((3R)-3-(((3-chloro-5-methoxypyridin-2-yl)oxy)methyl)-2-azabicyclo[3.1.0]hexan-2-yl)-4-oxo-1,4-dihydroquinoline-3-carboxylic acid NC1=NC=CC(=C1)N1C=C(C(C2=CC(=C(C=C12)N1C2CC2C[C@@H]1COC1=NC=C(C=C1Cl)OC)Cl)=O)C(=O)O